3-[2-(trifluoromethyl)-4'-fluorobenzhydryloxy]-N-(1-adamantyl)azetidine-1-carboxamide FC(C1=C(C(C2=CC=C(C=C2)F)OC2CN(C2)C(=O)NC23CC4CC(CC(C2)C4)C3)C=CC=C1)(F)F